CC(CCO)CCO 3-methyl-1,5-Pentanediol